ClC1=C(C=CC(=C1)S(N(C1=NC=NS1)CC1=C(C=C(C=C1)OC)OC)(=O)=O)N([C@@H]1CN(CC1)C(=O)OC(C)(C)C)CC tert-butyl (S)-3-((2-chloro-4-(N-(2,4-dimethoxybenzyl)-N-(1,2,4-thiadiazol-5-yl)sulfamoyl)phenyl)(ethyl)amino)pyrrolidine-1-carboxylate